C(C)[Hg]CCC ethyl-propyl-mercury